6-bromoquinoline-3-carbaldehyde BrC=1C=C2C=C(C=NC2=CC1)C=O